NC=1C=2N(C3=CC(=C(C=C3N1)F)C(=O)N1[C@H]3C4=C(O[C@@H](CC1)C3)N=C(C=C4)C(F)(F)F)C(=NC2)C (4-amino-7-fluoro-1-methylimidazo[1,5-a]quinoxalin-8-yl)((2S,6R)-9-(trifluoromethyl)-3,4-dihydro-2H-2,6-methanopyrido[2,3-b][1,5]oxazocin-5(6H)-yl)methanone